tert-butyl ((6-bromo-1-tosyl-5-(trifluoromethyl)-1H-indol-2-yl)methyl)carbamate BrC1=C(C=C2C=C(N(C2=C1)S(=O)(=O)C1=CC=C(C)C=C1)CNC(OC(C)(C)C)=O)C(F)(F)F